sodium chloride, hydrochloride Cl.[Cl-].[Na+]